niobium oxalate ammonium salt [NH4+].C(C(=O)[O-])(=O)[O-].[Nb+5].C(C(=O)[O-])(=O)[O-].C(C(=O)[O-])(=O)[O-]